ClC(CC(C)=O)CCl 4,5-dichloropentan-2-one